3-(2,6-difluoro-3,5-dimethoxyphenyl)-7-(1,3-dimethyl-1H-pyrazol-4-yl)-1-(2-methylbenzo[d]oxazol-6-yl)-3,4-dihydropyrido[4,3-d]pyrimidin-2(1H)-one FC1=C(C(=C(C=C1OC)OC)F)N1C(N(C2=C(C1)C=NC(=C2)C=2C(=NN(C2)C)C)C2=CC1=C(N=C(O1)C)C=C2)=O